O1C2=C(NC(C1)=O)C=NC=C2 2H-pyrido[4,3-b][1,4]Oxazin-3(4H)-one